ClC1=NC=NC(=C1C1OCCO1)Cl 4,6-dichloro-5-(1,3-dioxolan-2-yl)pyrimidine